C(C=C)(=O)N1C[C@@H]2COC3=C(C(N2CC1)=O)C(=NC(=C3Cl)C3=C(C=CC=C3O)F)N3CCCC3 (6aR)-8-acryloyl-4-chloro-3-(2-fluoro-6-hydroxyphenyl)-1-(pyrrolidin-1-yl)-6,6a,7,8,9,10-hexahydro-12H-pyrazino[2,1-c]pyrido[3,4-f][1,4]oxazepin-12-one